5-[3-[4-[(4R)-8-bromo-4-methyl-chroman-4-yl]-1H-imidazol-2-yl]-4-fluoro-phenoxy]-4,6,7-trifluoro-1H-indole BrC=1C=CC=C2[C@](CCOC12)(C)C=1N=C(NC1)C=1C=C(OC=2C(=C3C=CNC3=C(C2F)F)F)C=CC1F